(S)-11-((4-((4-aminophenyl)sulfonyl)piperazin-1-yl)methyl)-4-ethyl-8-fluoro-4-hydroxy-9-methyl-1,12-dihydro-14H-pyrano[3',4':6,7]indolizino[1,2-b]quinoline-3,14(4H)-dione NC1=CC=C(C=C1)S(=O)(=O)N1CCN(CC1)CC1=C2C(=NC=3C=C(C(=CC13)C)F)C1=CC3=C(C(N1C2)=O)COC([C@]3(O)CC)=O